tert-butyl (3S)-3-(7-fluoro-4-hydroxy-pyrido[3,2-d]pyrimidin-6-yl)oxypyrrolidine-1-carboxylate FC1=CC=2N=CN=C(C2N=C1O[C@@H]1CN(CC1)C(=O)OC(C)(C)C)O